trans-5-(1,3-dioxo-2,3-dihydro-1H-isoindol-2-yl)-N'-[cis-3-(trifluoromethoxy)cyclobutanecarbonyl]-1,3-dioxan-2-carbohydrazide O=C1N(C(C2=CC=CC=C12)=O)[C@H]1CO[C@@H](OC1)C(=O)NNC(=O)[C@@H]1C[C@@H](C1)OC(F)(F)F